FC(CCN1N=NC2=C1C=C(C=C2)C=2C=CN1N=C(N=C(C12)OC)N[C@@H]1[C@@H](CN(CC1)C1COC1)F)F 5-(1-(3,3-Difluoropropyl)-1H-benzo[d][1,2,3]triazol-6-yl)-N-((3R,4S)-3-fluoro-1-(oxetan-3-yl)piperidin-4-yl)-4-methoxypyrrolo[2,1-f][1,2,4]triazin-2-amine